2-[(3-bromo-6-quinolinyl)oxy]-N-(1,1-dimethyl-2-butyn-1-yl)-2-(methylthio)acetamide BrC=1C=NC2=CC=C(C=C2C1)OC(C(=O)NC(C#CC)(C)C)SC